C(C)OC=1C=C(C=2N(C1)N=C1C2C=NN1)C=1C=CC(=NC1)N1CCC(CC1)(CN1CCN(CC1)CC)NC(C1=C(C=CC(=C1)F)F)=O N-(1-(5-(6-ethoxy-1H-pyrazolo[3',4':3,4]pyrazolo[1,5-a]pyridin-4-yl)pyridin-2-yl)-4-((4-ethylpiperazin-1-yl)methyl)piperidin-4-yl)-2,5-difluorobenzamide